4-methylbenzenesulfonic acid [(3S)-tetrahydrofuran-3-yl] ester O1C[C@H](CC1)OS(=O)(=O)C1=CC=C(C=C1)C